methoxyethyl-trimethylammonium chloride [Cl-].COCC[N+](C)(C)C